3-[2-(6-fluoro-1,3-benzothiazol-5-yl)ethynyl]-1-[(3s,5r)-5-(methoxymethyl)-1-(prop-2-enoyl)pyrrolidin-3-yl]-5-(methylamino)pyrazole-4-carboxamide FC1=CC2=C(N=CS2)C=C1C#CC1=NN(C(=C1C(=O)N)NC)[C@@H]1CN([C@H](C1)COC)C(C=C)=O